S(=O)([O-])[O-].[Ce+3].S(=O)([O-])[O-].S(=O)([O-])[O-].[Ce+3] cerium sulfite